NC(CC(=O)OCC)C(F)(F)F Ethyl 3-amino-4,4,4-trifluorobutyrate